6-but-3-enyl-4-[3-(difluoromethoxy)-5-(morpholine-4-carbonyl)phenyl]-1H-pyrrolo[2,3-c]pyridin-7-one C(CC=C)N1C(C2=C(C(=C1)C1=CC(=CC(=C1)C(=O)N1CCOCC1)OC(F)F)C=CN2)=O